2-[1-(3-methoxyphenyl)-1H-pyrazol-4-yl]-N-propyl-N-[(3S)-pyrrolidin-3-yl]-1,3-thiazole-4-carboxamide COC=1C=C(C=CC1)N1N=CC(=C1)C=1SC=C(N1)C(=O)N([C@@H]1CNCC1)CCC